FC(C1=CC=C2C(=N1)CCC2)(F)F (5S)-2-(trifluoromethyl)-6,7-dihydro-5H-cyclopenta[b]pyridin